OC1=C(C=C(C=C1O)S(=O)(=O)[O-])S(=O)(=O)[O-].[Na+].[Na+] disodium 4,5-dihydroxy-1,3-benzenedisulfonate